C(C)(C)(C)[C@@H]1[C@@H](CCCC1)OCC(CC)O 1-(cis-2-t-butylcyclohexyloxy)-2-butanol